N1CCC2C1CN(CC2)S(=O)(=O)N octahydro-6H-pyrrolo[2,3-c]pyridine-6-sulfonamide